(R)-3-((3,5-difluorobenzyl)(methyl)amino)-7,8,8a,9-tetrahydropyrrolo[1',2':3,4]imidazo[1,2-c]pyrimidin-1(6H)-one FC=1C=C(CN(C=2C=C3N(C(N2)=O)C[C@@H]2N3CCC2)C)C=C(C1)F